FC(C(=O)O)(F)F.NC1=NC=CC(=C1F)CC=1C=2N(C(=C(C1)C(=O)N)NC1=C(C=C(C=C1)I)F)C=NC2 8-[(2-amino-3-fluoropyridin-4-yl)methyl]5-(2-fluoro-4-iodoanilino)imidazo[1,5-a]pyridine-6-carboxamide trifluoroacetate